butyl-5-((2-chloropyrimidin-4-yl) oxy)-1H-indazole-1-carboxylate C(CCC)OC(=O)N1N=CC2=CC(=CC=C12)OC1=NC(=NC=C1)Cl